4'-((2S,Z)-2-((S)-cyclopropyl(hydroxy)methyl)-4-(methoxyimino)pyrrolidine-1-carbonyl)-2-methyl-[1,1'-biphenyl]-3-carbonitrile C1(CC1)[C@@H]([C@H]1N(C\C(\C1)=N/OC)C(=O)C1=CC=C(C=C1)C1=C(C(=CC=C1)C#N)C)O